C(C)NC(=O)C1=CC2=C(C(N(C=C2C(C)C=2C=NC=CC2)C)=O)N1 N-ethyl-6-methyl-7-oxo-4-(1-(pyridin-3-yl)ethyl)-6,7-dihydro-1H-pyrrolo[2,3-c]pyridin-2-carboxamide